[Si](C)(C)(C(C)(C)C)OC[C@@H]1N(C[C@H](NC1)C)C=1C=2C(N(C(C1)=O)C)=CN(N2)C2OCCCC2 7-((2R,5R)-2-(((tert-butyldimethylsilyl)oxy)methyl)-5-methylpiperazin-1-yl)-4-methyl-2-(tetrahydro-2H-pyran-2-yl)-2,4-dihydro-5H-pyrazolo[4,3-b]pyridin-5-one